COC(C(=O)N1C(CCC(C1)C)C=1C=CC2=C(OC[C@@H]3N2CCN(C3)C)C1)=O.C1=CC(=C3C=CC=C2C4=CC=CC=C4C1=C32)N3C(C=CC3=O)=O N-(3-Fluoranthyl)MALEIMIDE methyl-2-(5-methyl-2-((R)-3-methyl-1,2,3,4,4a,5-hexahydrobenzo[b]pyrazino[1,2-d][1,4]oxazin-8-yl)piperidin-1-yl)-2-oxoacetate